allyltriethyl-Oxysilane C(C=C)[Si](OCC)(OCC)OCC